N-[(R)-3-decyloxytetradecanoyl]-O-[6-O-benzyl-2,3-di-[(R)-3-decyloxytetradecanoylamino]-2,3-dideoxy-4-O-dibenzylmethylphosphono-β-D-allopyranosyl]-L-serine methyl ester COC([C@@H](NC(C[C@@H](CCCCCCCCCCC)OCCCCCCCCCC)=O)CO[C@H]1[C@@H]([C@@H]([C@H](OP(=O)(OC(CC2=CC=CC=C2)CC2=CC=CC=C2)O)[C@H](O1)COCC1=CC=CC=C1)NC(C[C@@H](CCCCCCCCCCC)OCCCCCCCCCC)=O)NC(C[C@@H](CCCCCCCCCCC)OCCCCCCCCCC)=O)=O